5-(N-[(indol-4-yl)methyl]amino)-3-(1-methyl-1,2,3,6-tetrahydropyridin-4-yl)pyrrolo[3,2-b]pyridine N1C=CC2=C(C=CC=C12)CNC1=CC=C2C(=N1)C(=CN2)C=2CCN(CC2)C